BrC=1C(=NC(=NC1)C(C)=O)C 1-(5-bromo-4-methylpyrimidin-2-yl)ethan-1-one